2-hydroxydecanonitrile OC(C#N)CCCCCCCC